BrC1=CC2=C(C(=N1)NC=1C(=C(C(=C(C(=O)NCC(F)F)C1)F)F)F)N(C=N2)C(C)C 5-((6-bromo-3-isopropyl-3H-imidazo[4,5-c]pyridin-4-yl)amino)-N-(2,2-difluoroethyl)-2,3,4-trifluorobenzamide